CC1=C(C=C(C=C1)[N+](=O)[O-])S(=O)(=O)C(F)(F)F 1-methyl-4-nitro-2-((trifluoromethyl)sulfonyl)benzene